2-(isopropylamino)-5-(3-(2-oxoindolin-6-yl)-1,2,4-oxadiazol-5-yl)benzonitrile C(C)(C)NC1=C(C#N)C=C(C=C1)C1=NC(=NO1)C1=CC=C2CC(NC2=C1)=O